ClC=1C=CC(=C(C1)N1CC(N(CC1=O)C(C(=O)NC1=CC2=CN(N=C2C=C1)C)CC1CC(C1)(F)F)=O)N1N=NC(=C1)Cl 2-(4-(5-chloro-2-(4-chloro-1H-1,2,3-triazol-1-yl)phenyl)-2,5-dioxopiperazin-1-yl)-3-(3,3-difluorocyclobutyl)-N-(2-methyl-2H-indazol-5-yl)propanamide